fluoro-2-hydroxy-2,3-dihydroquinazolin-4(1H)-one FN1C(NC(C2=CC=CC=C12)=O)O